2-[3,5-difluoro-N-(oxetane-3-carbonyl)anilino]-N-[(1S)-2,2-dimethylcyclobutyl]-5-methyl-thiazole-4-carboxamide FC=1C=C(N(C(=O)C2COC2)C=2SC(=C(N2)C(=O)N[C@@H]2C(CC2)(C)C)C)C=C(C1)F